5-(1H-pyrazol-4-yl)-phenol N1N=CC(=C1)C=1C=CC=C(C1)O